3-(3,4-methylenedioxyphenyl)-2-methylpropan-1-al C1OC=2C=C(C=CC2O1)CC(C=O)C